O[C@@H](C(=O)[O-])[C@H](C(=O)[O-])O |o1:5| R-(R*,R*)-2,3-dihydroxybutanedioate